COC1CC(C1)(C1=NN=CN1C)C=1C=C(C=CC1)N1C(C2=CC(=CC(=C2C1)C(F)(F)F)CNC1COC1)=O 2-(3-((1r,3r)-3-methoxy-1-(4-methyl-4H-1,2,4-triazol-3-yl)cyclobutyl)phenyl)-6-((oxetan-3-ylamino)methyl)-4-(trifluoromethyl)isoindolin-1-one